COC1CCN(CC1)C1=NC=2C(=C3C(=NC2N)C=C(S3)C3=NNC=C3)N1C 2-(4-Methoxypiperidin-1-yl)-1-methyl-7-(1H-pyrazol-3-yl)-1H-imidazo[4,5-d]thieno[3,2-b]pyridin-4-amine